C12CC(CC(C1)C2)OC2=C(C=C(C=C2F)NC(=O)C=2N=C(OC2CCF)N2CC(C2)(CC)CC)F N-(4-(bicyclo[3.1.1]heptan-3-yloxy)-3,5-difluorophenyl)-2-(3,3-diethylazetidin-1-yl)-5-(2-fluoroethyl)oxazole-4-carboxamide